ClC1(NC2=NC(=CN=C2C(=N1)[C@@H]1C[C@H](C1)C(F)(F)F)C)CCCCCCCCC(C(O)(O)O)O 2-chloro-7-methyl-4-(trans-3-(trifluoromethyl)cyclobutyl)pteridinedecanetetraol